2-(4-tert-butyl-2-fluoro-3,6-dimethyl-phenyl)-4-oxo-1H-1,6-naphthyridine-5-carboxamide C(C)(C)(C)C1=C(C(=C(C(=C1)C)C=1NC=2C=CN=C(C2C(C1)=O)C(=O)N)F)C